C(C)(=O)OCC(COC1=CC=C(C=C1)C(C)(C)C1=CC(=C(C(=C1)Cl)OCC(CCl)O)Cl)OC(C)=O 3-(4-(2-(3,5-dichloro-4-(3-chloro-2-hydroxypropoxy)phenyl)propan-2-yl)phenoxy)propane-1,2-diyl diacetate